C(C)N(C(=O)N[C@H]1[C@@](C1)(C(F)(F)F)C)[C@H](C(F)(F)F)C1=NC=C(C(=C1)C=1N=C(C=2N(C1)C=CN2)OC)OC 1-ethyl-3-((1R,2R)-2-methyl-2-(trifluoromethyl)-cyclopropyl)-1-((S)-2,2,2-trifluoro-1-(5-methoxy-4-(8-methoxyimidazo[1,2-a]pyrazin-6-yl)pyridin-2-yl)ethyl)urea